[1,2,4]triazolo[4,3-b]pyridazine-6-sulfonyl chloride N=1N=CN2N=C(C=CC21)S(=O)(=O)Cl